copper (I) cysteine N[C@@H](CS)C(=O)O.[Cu+]